N(C(=N)N)C1=CC=C(C=C1)C(C(=O)N)C (4-GUANIDINO-PHENYL)-PROPIONAMIDE